D-gluco-pyranose OC1[C@H](O)[C@@H](O)[C@H](O)[C@H](O1)CO